CCCCCCCCCC(=O)[O-] nonane-9-carboxylate